(S)-N-(5-(2,4-difluorophenoxy)pyrazin-2-yl)-2-(3,3-dimethyl-4-(5-oxo-6-(trifluoromethyl)-4,5-dihydropyrazine-2-carbonyl)piperazin-1-yl)propenamide FC1=C(OC=2N=CC(=NC2)NC(C(=C)N2CC(N(CC2)C(=O)C=2N=C(C(NC2)=O)C(F)(F)F)(C)C)=O)C=CC(=C1)F